N1C(=NC2=C1C=CC=C2)C=2C=CC1=C(C(=C(O1)C)C(=O)O)C2 5-(1H-benzo[d]imidazol-2-yl)-2-methylbenzofuran-3-carboxylic acid